trans-tert-butyl 5-(2-bromo-6-chloropyridin-4-yl)-2-(hydroxymethyl)-4-(methylsulfonyl)piperazine-1-carboxylate BrC1=NC(=CC(=C1)[C@H]1N(C[C@@H](N(C1)C(=O)OC(C)(C)C)CO)S(=O)(=O)C)Cl